N1(C=NC=C1)C(=S)OC(C(F)(F)F)C1=NC=CC(=C1)C1CN(CCC1(F)F)C(=O)OCC1=CC=CC=C1 benzyl 3-(2-(1-((1H-imidazole-1-carbonothioyl)oxy)-2,2,2-trifluoroethyl)pyridin-4-yl)-4,4-difluoropiperidine-1-carboxylate